O(C1=CC=CC=C1)CC(=O)NC=1C=C2C(=CNC2=CC1)C1=CCN2CCCC2C1 5-(phenoxyacetyl)amino-3-(1,2,3,4,5,8-hexahydroindolizin-7-yl)-1H-indole